2-(2-(9H-carbazole-9-yl)acetyl)-N-phenylhydrazine C1=CC=CC=2C3=CC=CC=C3N(C12)CC(=O)NNC1=CC=CC=C1